[5-(4-ethyl-piperazin-1-ylmethyl)-pyridin-2-yl]-[5-fluoro-4-(7-fluoro-3-isopropyl-2-methyl-3H-benzoimidazol-5-yl)-pyrimidin-2-yl]-amine C(C)N1CCN(CC1)CC=1C=CC(=NC1)NC1=NC=C(C(=N1)C1=CC2=C(N=C(N2C(C)C)C)C(=C1)F)F